[N+](=O)([O-])C1=CC=C(C(=O)[O-])C=C1 4-nitrobenzoate